2-[4-[8-Chloro-7-[2-methyl-3-(2-trimethylsilylethoxymethyl)benzimidazol-5-yl]oxy-quinoxalin-2-yl]pyrazol-1-yl]acetic acid ClC=1C(=CC=C2N=CC(=NC12)C=1C=NN(C1)CC(=O)O)OC1=CC2=C(N=C(N2COCC[Si](C)(C)C)C)C=C1